C(C)(C)(C)OC(C[C@H](C(=O)O)CC1=NOC=C1)=O (R)-4-(tert-butoxy)-2-(isoxazol-3-ylmethyl)-4-oxobutanoic acid